COC1=C(CN2CCNCC2)C=C(C=C1)OC 1-(2,5-dimethoxybenzyl)piperazine